2-(5-chloropyridin-2-yl)-2-(1-(4-methoxypiperidine-1-carbonyl)piperidin-4-ylidene)acetonitrile ClC=1C=CC(=NC1)C(C#N)=C1CCN(CC1)C(=O)N1CCC(CC1)OC